4-anilino-2,5-dimethyl-aniline N(C1=CC=CC=C1)C1=CC(=C(N)C=C1C)C